OC[C@@H](C[C@@H](CCCCCCCCCCCC=CCC)O)O (2R,4R)-1,2,4-trihydroxynonadec-16-ene